BrC=1C=C2C(=NC(=NC2=CC1F)C)NC(C)C1=C(C(=CC=C1)C(F)F)C 6-bromo-N-(1-(3-(difluoromethyl)-2-methylphenyl)ethyl)-7-fluoro-2-methyl-quinazolin-4-amine